C(C)(C)(C)OC(=O)N1N=C(C2=CC=CC=C12)NC1=NC(=NC=C1OC)N1CC(C1)F 1-(tert-Butoxycarbonyl)-3-{[2-(3-fluoroazetidin-1-yl)-5-methoxypyrimidin-4-yl]Amino}indazole